N1(CCCC1)CCOC1=CC(=CC=2CCOC21)N 7-(2-pyrrolidin-1-ylethoxy)-2,3-dihydrobenzofuran-5-amine